CN1N=CC=2C1=CC=C1N=C(C=3CCCCC3C21)C=2C(=NNC2)C(F)(F)F 3-methyl-7-(3-(trifluoromethyl)-1H-pyrazol-4-yl)-8,9,10,11-tetrahydro-3H-pyrazolo[4,3-a]phenanthridine